1-(5-((4-(7-fluorochromene-4-yl)piperidin-1-yl)methyl)-1-oxoisoindolin-2-yl)dihydropyrimidine-2,4(1H,3H)-dione FC1=CC=C2C(=CCOC2=C1)C1CCN(CC1)CC=1C=C2CN(C(C2=CC1)=O)N1C(NC(CC1)=O)=O